N-methoxy-N,3-dimethyl-2-oxo-2,3-dihydro-1H-benzo[d]imidazole-5-carboxamide CON(C(=O)C1=CC2=C(NC(N2C)=O)C=C1)C